CC=1C=CC=2N(C1)C(=NN2)C(=O)N[C@@H]2COC1=C2C=CC(=C1)C1=NOC(=N1)C 6-methyl-N-[(3S)-6-(5-methyl-1,2,4-oxadiazol-3-yl)-2,3-dihydro-1-benzofuran-3-yl]-[1,2,4]triazolo[4,3-a]pyridine-3-carboxamide